CC(C)C.[K] Potassium 2-methylpropane